BrC=1C=CC=C2C=C(N=CC12)C=1C(=NNC1)N 4-(8-bromoisoquinolin-3-yl)-1H-pyrazol-3-amine